(Z)-2-((3-benzyl-5-bromopyrazin-2-yl)amino)-3-(furan-2-yl)acrylic acid tert-butyl ester C(C)(C)(C)OC(/C(=C/C=1OC=CC1)/NC1=NC=C(N=C1CC1=CC=CC=C1)Br)=O